C(C)(C)C1=CN=NN1C1=CC=C(C=C1)C=1C=C(C=NC1)C1=CC=NC2=C1C=C1N2CCN(C1=O)C 4-(5-(4-(5-isopropyl-1H-1,2,3-triazol-1-yl)phenyl)pyridin-3-yl)-7-methyl-8,9-dihydropyrido[3',2':4,5]pyrrolo[1,2-a]pyrazin-6(7H)-one